(S)-N-(1-(azetidin-1-ylmethyl)cyclopropyl)-2-phenylpropanamide N1(CCC1)CC1(CC1)NC([C@@H](C)C1=CC=CC=C1)=O